1-ethyl-3-(4-methoxyphenyl)-2,4-dioxo-1,2,3,4-tetrahydropyrimidine-5-carboxylic acid C(C)N1C(N(C(C(=C1)C(=O)O)=O)C1=CC=C(C=C1)OC)=O